(S)-7-(1-(4-Amino-3-(3-fluoro-4-isopropoxyphenyl)-1H-pyrazolo[3,4-d]pyrimidin-1-yl)ethyl)-6-(3-fluorophenyl)-3-methyl-5H-thiazolo[3,2-a]pyridin-5-one NC1=C2C(=NC=N1)N(N=C2C2=CC(=C(C=C2)OC(C)C)F)[C@@H](C)C=2C=C1N(C(C2C2=CC(=CC=C2)F)=O)C(=CS1)C